3-(4-Bromo-5-fluoro-3-methyl-1H-indazol-1-yl)piperidine-2,6-dione BrC1=C2C(=NN(C2=CC=C1F)C1C(NC(CC1)=O)=O)C